N=1C=NN2C1C=CC(=C2)B2OC(C)(C)C(C)(C)O2 [1,2,4]triazolo[1,5-a]pyridine-6-boronic acid pinacol ester